N[C@@H]([C@H](O)C1CC1)C (1r,2r)-2-amino-1-cyclopropylpropan-1-ol